6-(2-amino-5-(4-(3-(dimethylamino)pyrrolidin-1-yl)-2,3-difluorophenyl)pyridin-3-yl)-3,4-dihydroisoquinolin-1(2H)-one NC1=NC=C(C=C1C=1C=C2CCNC(C2=CC1)=O)C1=C(C(=C(C=C1)N1CC(CC1)N(C)C)F)F